ClC1=CC=C(C=N1)NC1=NC=CC2=CC(=CC=C12)OCC1OC(CC1)(C)C N-(6-chloropyridin-3-yl)-6-((5,5-dimethyltetrahydrofuran-2-yl)methoxy)isoquinolin-1-amine